C(C)OC(C(F)(F)C1=C(C=CC=C1Cl)CN=[N+]=[N-])=O 2-(2-(azidomethyl)-6-chlorophenyl)-2,2-difluoroacetic acid ethyl ester